FC=1C(=C2C(=NC1)N(C=C2)C)C2=NC=C(C1=C2CNC1=O)NC1=NC=C(C=C1)N1CCN(CC1)C 4-(5-fluoro-1-methyl-pyrrolo[2,3-b]pyridin-4-yl)-7-[[5-(4-methylpiperazin-1-yl)-2-pyridyl]amino]-2,3-dihydropyrrolo[3,4-c]pyridin-1-one